Cl.N1CCCC12COCC2 7-oxa-1-azaspiro[4.4]nonane, hydrochloride